O1CCCC2=CC(=CC=C12)S(=O)(=O)N1CCC2(CC(CO2)NC[C@@H](COC2=CC(=CC=C2)S(=O)(=O)C)O)CC1 (2S)-1-(8-(chroman-6-ylsulfonyl)-1-oxa-8-azaspiro[4.5]decan-3-ylamino)-3-(3-(methylsulfonyl)phenoxy)propan-2-ol